C(C=C)(=O)OCCCCCOC(C=C)=O 1,5-bis(acryloyloxy)pentane